2-mercapto-5,5-dimethyl-6,7-dihydro-5H-cyclopenta[d]pyrimidin-4-ol SC=1N=C(C2=C(N1)CCC2(C)C)O